O1COC(C1)C(=O)N [1,3]dioxolane-4-carboxamide